C[C@@]1([C@@H](O[C@@H]([C@H]1O)CO)C1=CNC(=O)NC1=O)O 2'-methylpseudouridine